1-(7H-pyrrolo[2,3-d]pyrimidin-4-yl)piperidine-4-carboxylic acid N1=CN=C(C2=C1NC=C2)N2CCC(CC2)C(=O)O